ClC=1C=CC(=C(C1)C=1C=C(C=2OCCNC2N1)NC1=C(C=NC=C1)NC(CCN(C)C)=O)F N-(4-{[6-(5-chloro-2-fluorophenyl)-2H,3H,4H-pyrido[3,2-b][1,4]oxazin-8-yl]amino}pyridin-3-yl)-3-(dimethylamino)propanamide